1-methyl-1H-pyrazole-4-sulfonamide hydrochloride Cl.CN1N=CC(=C1)S(=O)(=O)N